ClC1=C(C=CC=C1)C=1N=C(SC1)N(\N=C\C1=C(C(=O)NS(=O)(=O)C)C=CC=C1)C(C)C (E)-2-((2-(4-(2-chlorophenyl)thiazol-2-yl)-2-isopropylhydrazono)methyl)-N-(methylsulfonyl)benzamide